ClC1=CC2=C(C=N1)C=C(N2C)C2=NC=NC(=C2)C(F)(F)F 6-Chloro-1-methyl-2-(6-(trifluoromethyl)pyrimidin-4-yl)-1H-pyrrolo[3,2-c]pyridine